CN(C1CCCCC1)[SiH2]C=C(C)C (N-methylcyclohexylamino)dimethylvinylsilane